N-(beta-chloroethyl)-gamma-aminopropyltriethoxysilane ClCCNCCC[Si](OCC)(OCC)OCC